N1-methyl-guanosine CN1C(C=2N=CN([C@H]3[C@H](O)[C@H](O)[C@@H](CO)O3)C2N=C1N)=O